3-Methyl-4-(4-oxo-2-(4-(trifluoromethyl)phenyl)thiazolidin-3-yl)benzoic acid CC=1C=C(C(=O)O)C=CC1N1C(SCC1=O)C1=CC=C(C=C1)C(F)(F)F